2-(1-chloroethyl)pyridine ClC(C)C1=NC=CC=C1